C(C)(C)(C)OC(=O)N1C2(CCC(C1)C2)COS(=O)(=O)C (((methylsulfonyl)oxy)methyl)-2-azabicyclo[2.2.1]heptane-2-carboxylic acid tert-butyl ester